ethyl (R)-2-isobutyl-6-(4-isopropyl-2-oxooxazolidin-3-yl)isonicotinate C(C(C)C)C=1C=C(C(=O)OCC)C=C(N1)N1C(OC[C@H]1C(C)C)=O